N1=CC(=C2N1CCNC2)CCC(=O)OC(C)(C)C tert-butyl 3-(4,5,6,7-tetrahydropyrazolo[1,5-a]pyrazin-3-yl)propanoate